CC(C(=O)O)CCl α-methyl-β-chloropropionic acid